1-(5-(2,5-dihydrofuran-3-yl)-3-fluoropyridin-2-yl)piperidin O1CC(=CC1)C=1C=C(C(=NC1)N1CCCCC1)F